3-(2-(5-(4-Ethylphenoxy)pentanoylamino)benzoylamino)benzoic acid C(C)C1=CC=C(OCCCCC(=O)NC2=C(C(=O)NC=3C=C(C(=O)O)C=CC3)C=CC=C2)C=C1